ClC=1C=C(C(=CC1)N=C=O)N=C=O 4-chlorophenylene diisocyanate